CC1=C(O\C(\C(=O)OC)=C/OC)C=C(C=C1)C1=CC(=CC=C1)Cl methyl (2Z)-2-[2-methyl-5-(3-chlorophenyl)phenoxy]-3-methoxy-2-propenoate